CN(C1CC(NC(C1)(C)C)(C)C)C N,N,2,2,6,6-hexamethylpiperidin-4-amine